ClC=1C=NN(C1)C=1C=C(C(N(C1C1=C(C=C(C=C1F)F)F)CC)=O)C#C[Si](C)(C)C 5-(4-chloro-1H-pyrazol-1-yl)-1-ethyl-6-(2,4,6-trifluorophenyl)-3-((trimethylsilyl)ethynyl)pyridin-2(1H)-one